F[N+](C(C(F)(F)F)(F)F)(C(C(C(C(C(C(F)(F)F)(F)F)(F)F)(F)F)(F)F)(F)F)F perfluorohexyl-ethyl-ammonium